C1CC12C(CNCC2)CCCCNC2=C(C=CC(=N2)NC(C2=C(C=C(C=C2)Cl)F)=O)I N-(6-((4-(6-azaspiro[2.5]octan-4-yl)butyl)amino)-5-iodopyridin-2-yl)-4-chloro-2-fluorobenzamide